5-(4-chloropyridin-2-yl)-7-(difluoromethoxy)-10-fluoro-2-methyl-3,6-dihydro-3,6-methanobenzo[c]azocin-1(2H)-one ClC1=CC(=NC=C1)C=1C2C3=C(C(N(C(C1)C2)C)=O)C(=CC=C3OC(F)F)F